FC1(CC12CC=1C(=NNC1CC2)C(=O)N[C@@H]2C(N(C1=C(OC2)C=CC=C1)C)=O)F 2,2-difluoro-N-((S)-5-methyl-4-oxo-2,3,4,5-tetrahydrobenzo[b][1,4]oxazepin-3-yl)-1',4',6',7'-tetrahydrospiro[cyclopropane-1,5'-indazole]-3'-carboxamide